C1(CC1)N1N=CC(=C1)C=1C=CC=2N(C(C(=CN2)C)=O)C1 7-(1-cyclopropyl-1H-pyrazol-4-yl)-3-methyl-4H-pyrido[1,2-a]pyrimidin-4-one